4-chloro-1-((2-phenyloxazol-5-yl)methyl)-1H-Indazole-7-carboxylic acid methyl ester COC(=O)C=1C=CC(=C2C=NN(C12)CC1=CN=C(O1)C1=CC=CC=C1)Cl